1-bromo-4-isothiocyanatobenzene BrC1=CC=C(C=C1)N=C=S